aluminum gallium-arsenic [As].[Ga].[Al]